CS(=O)(=O)C1=CC(=C(C=C1)NCC#CC=1N(C=2C=CC=C(C2C1)NC1CCC(CC1)N1CCOCC1)CCC)OC 2-{3-[(4-methane-sulfonyl-2-methoxy-phenyl)amino]prop-1-yn-1-yl}-1-propyl-N-[(1R,4R)-4-(morpholin-4-yl)cyclohexyl]-1H-indol-4-amine